C1(=CC=CC=C1)C1(CC1)COCCC(=O)N1CC2CCC(C1)N2C2=NC=C(C#N)C=C2 6-(3-(3-((1-phenylcyclopropyl)methoxy)propanoyl)-3,8-diazabicyclo[3.2.1]octan-8-yl)nicotinonitrile